COC(CC\C=C/C=C)OC (3Z)-7,7-dimethoxy-1,3-heptadiene